C(#N)C1=CC(=C(C(=O)O)C=C1)CC 4-cyano-2-ethyl-benzoic acid